5-p-sulfanylphenyl-4-m-fluorophenyl-1,2,4-triazole SC1=CC=C(C=C1)C=1N(C=NN1)C1=CC(=CC=C1)F